5-bromo-4-chloro-1-methyl-pyridin-2(1H)-one BrC=1C(=CC(N(C1)C)=O)Cl